2-(2-bromo-5-(1,5-dimethyl-1H-pyrazol-4-yl)phenyl)piperazine BrC1=C(C=C(C=C1)C=1C=NN(C1C)C)C1NCCNC1